ClC1=CC(=NN1C)[C@@H]1[C@H](C(N(C1)C)=O)C(=O)NC1=C(SC=C1)F (3S,4R)-4-(5-chloro-1-methyl-pyrazol-3-yl)-N-(2-fluoro-3-thienyl)-1-methyl-2-oxo-pyrrolidine-3-carboxamide